4-(5-(3,5-dichlorophenyl)-5-(trifluoromethyl)-4,5-dihydroisoxazol-3-yl)-N-(isobutylsulfinyl)-2-methylbenzamide ClC=1C=C(C=C(C1)Cl)C1(CC(=NO1)C1=CC(=C(C(=O)NS(=O)CC(C)C)C=C1)C)C(F)(F)F